C(C)(=O)O[C@H]1C([C@@H]([C@H](C1)OCC1=CC=CC=C1)COCC1=CC=CC=C1)=C (1R,3R,4S)-4-(benzyloxy)-3-((benzyloxy)methyl)-2-methylenecycloPentyl acetate